(Z)-7-(5-(4-bromobenzylidene)-2,4-dioxathiazolidine-3-yl)-N-hydroxyheptanamide BrC1=CC=C(\C=C/2\ON(OS2)CCCCCCC(=O)NO)C=C1